3-(5-(4-((3-(2-fluorophenyl)azetidin-1-yl)methyl)pyridin-2-yl)-1-oxoisoindolin-2-yl)piperidine-2,6-dione FC1=C(C=CC=C1)C1CN(C1)CC1=CC(=NC=C1)C=1C=C2CN(C(C2=CC1)=O)C1C(NC(CC1)=O)=O